[(3R)-1-methyl-5-oxo-pyrrolidin-3-yl]4-[3-[2-(cyclopropoxy)-5-methoxy-3-pyridyl]pyrazolo[1,5-a]pyrimidin-5-yl]piperazine-1-carboxylate CN1C[C@@H](CC1=O)OC(=O)N1CCN(CC1)C1=NC=2N(C=C1)N=CC2C=2C(=NC=C(C2)OC)OC2CC2